ClC1=C(C=CC(=C1)F)C#CC(=O)OC1=NC(=CC=C1)N1CCOCC1 6-morpholinopyridin-2-yl 3-(2-chloro-4-fluorophenyl)propiolate